[O-]CCC.[O-]CCC.[O-]CCC.[NH4+].[Li+] lithium ammonium tripropoxide